ClC1=C(C=C(C=C1)Br)Cl Dichloro-5-bromobenzene